N-cyclopropyl-N-[5-ethylsulfonyl-6-[3-methyl-6-(trifluoromethyl)imidazo[4,5-c]pyridin-2-yl]-3-pyridinyl]propionamide C1(CC1)N(C(CC)=O)C=1C=NC(=C(C1)S(=O)(=O)CC)C1=NC2=C(C=NC(=C2)C(F)(F)F)N1C